1,4,5,6-tetrahydro-5,6-dioxo-2,3-pyrazinedicarboxylic acid O=C1NC(=C(NC1=O)C(=O)O)C(=O)O